ClC1=NC(=CC=C1N1CCN(CC1)CC=1C=C2NC(C=3N(C2=C(C1)F)C=CC3)=O)C(NC3CC3)=O 7-((4-(2-chloro-6-(cyclopropylcarbamoyl)pyridin-3-yl)piperazin-1-yl)methyl)-9-fluoropyrrolo[1,2-a]quinoxalin-4(5H)-one